C(C1=CC=CC=C1)OC([C@H](C)NP(=O)(OCCSC(CC(C)C)=O)C(C1=CC2=C(SC(=C2)C(=O)O)C=C1)(F)F)=O 5-(((((S)-1-(benzyloxy)-1-oxopropan-2-yl)amino)(2-((3-methylbutanoyl)thio)ethoxy)phosphoryl)difluoromethyl)benzo[b]thiophene-2-carboxylic acid